N,N-diethyl-5-(4-(trifluoromethyl)phenyl)-1,2,3,4-tetrahydroisoquinolin-7-amine hydrochloride Cl.C(C)N(C1=CC(=C2CCNCC2=C1)C1=CC=C(C=C1)C(F)(F)F)CC